BrC1=CC(=C(C(=C1N)Cl)F)Cl 6-Bromo-2,4-dichloro-3-fluoro-aniline